O=C1CC2=CC=CC=C2C1 2-oxo-2,3-dihydro-1H-indene